The molecule is a steroid acid consisting of 6-{6-[3-(thiopropionyl)aminohexanoyl]amino}hexanoic acid having a progesterone-4-yl group attached to the sulfur. It is a 3-oxo-Delta(4) steroid, a 20-oxo steroid, a steroid acid, a steroid sulfide and a monocarboxylic acid. It derives from a progesterone. CC(=O)[C@H]1CC[C@@H]2[C@@]1(CC[C@H]3[C@H]2CCC4=C(C(=O)CC[C@]34C)SCCC(=O)NCCCCCC(=O)NCCCCCC(=O)O)C